(4-amino-2-((3-fluoropyridin-2-yl)methyl)-7-(1-methyl-6-oxo-1,6-dihydropyridin-3-yl)-2H-[1,2,3]triazolo[4,5-c]pyridin-6-yl)benzonitrile NC1=NC(=C(C=2C1=NN(N2)CC2=NC=CC=C2F)C2=CN(C(C=C2)=O)C)C2=C(C#N)C=CC=C2